O=C1NC2=C(OC1)C=C(C=C2)C(=O)N 3-oxo-3,4-dihydro-2H-benzo[b][1,4]-oxazine-7-carboxamide